6-(5-Fluoro-2-((4-fluoro-3-(4-isopropylpiperazin-1-yl)phenyl)amino)pyrimidin-4-yl)-4,4-Dimethyl-3,4-dihydroisoquinolin FC=1C(=NC(=NC1)NC1=CC(=C(C=C1)F)N1CCN(CC1)C(C)C)C=1C=C2C(CN=CC2=CC1)(C)C